C(C)(C)OC1=C(N)C=CC(=C1)C=1C=NN(C1)C 2-isopropoxy-4-(1-methyl-1H-pyrazol-4-yl)aniline